methyl-spiro[cyclopentane-1,3'-indoline] CN1CC2(C3=CC=CC=C13)CCCC2